2-butyl-4-(4,4,5,5-tetramethyl-1,3,2-dioxaborolan-2-yl)-2,7-naphthyridin-1(2H)-one C(CCC)N1C(C2=CN=CC=C2C(=C1)B1OC(C(O1)(C)C)(C)C)=O